OC1=C2C(C(=C(OC2=CC(=C1I)OCOC)C1=CC=C(C=C1)OCOC)OCOC)=O 5-hydroxy-6-iodo-3,7-bis(methoxymethoxy)-2-(4-(methoxymethoxy)phenyl)-4H-chromen-4-one